3-[4'-(4-hydroxycarbamoyl-butoxy)-3'-(1-methyl-cyclohexyl)-biphenyl-4-yl]-acrylic acid ONC(=O)CCCCOC1=C(C=C(C=C1)C1=CC=C(C=C1)C=CC(=O)O)C1(CCCCC1)C